OC(=O)C(F)(F)F.C12CN(CC2C1)C1=C(C(=CC(=N1)NC1=NC=C(N=C1)C1CC1)C1CCN(CC1)CC1CC1)Cl N-(6-(3-Azabicyclo[3.1.0]hexan-3-yl)-5-chloro-4-(1-(cyclopropylmethyl)piperidin-4-yl)pyridin-2-yl)-5-cyclopropylpyrazin-2-amine TFA salt